(2S,5R)-2-(1,1-difluoroethyl)-7-oxo-1,6-diazabicyclo[3.2.1]octan-6-yl hydrogen sulfate S(=O)(=O)(ON1[C@@H]2CC[C@H](N(C1=O)C2)C(C)(F)F)O